OCCNC(C1=NC=C(C=C1)N1CCNCC1)=O N-(2-hydroxyethyl)-5-(piperazin-1-yl)picolinamide